9,9-bis[4-(2-hydroxy-3-acryloxypropyloxy)phenyl]fluorene OC(COC1=CC=C(C=C1)C1(C2=CC=CC=C2C=2C=CC=CC12)C1=CC=C(C=C1)OCC(COC(C=C)=O)O)COC(C=C)=O